docosanyl-trimethyl-ammonium chloride [Cl-].C(CCCCCCCCCCCCCCCCCCCCC)[N+](C)(C)C